C(#CCCCCC)C1=CC=C(C=C)C=C1 4-heptynylstyrene